2-(9-azabicyclo[3.3.1]non-9-yl)acetonitrile C12CCCC(CCC1)N2CC#N